BrC=1C(=C(NC1C)C1=C(C=CC=C1)OC(F)(F)F)C(=O)O 4-bromo-5-methyl-2-(2-(trifluoromethoxy)phenyl)-1H-pyrrole-3-carboxylic acid